FC1=C(C#N)C(=CC=C1)N1N=CC(=C1)C1=CN(C(C=C1C=1C=NC(=CC1)C(C)C)=O)C 2-fluoro-6-[4-[4-(6-isopropyl-3-pyridyl)-1-methyl-6-oxo-3-pyridyl]pyrazol-1-yl]benzonitrile